[6-(2-Bromoethoxy)-4-fluoro-inden-2-yl]methoxy-tert-butyl-dimethyl-silane BrCCOC1=CC(=C2C=C(CC2=C1)CO[Si](C)(C)C(C)(C)C)F